2-(6-{[4-(2-amino-8-fluoroquinazolin-4-yl)-1H-1,2,3-triazol-1-yl]methyl}pyridin-2-yl)propan-2-ol NC1=NC2=C(C=CC=C2C(=N1)C=1N=NN(C1)CC1=CC=CC(=N1)C(C)(C)O)F